O=C1N(C=CC(N1)=O)[C@@]1(O[C@@H]([C@H]2OC(O[C@H]21)(C)C)CO)C#N (3aR,4R,6R,6aR)-4-(2,4-Dioxo-3,4-dihydropyrimidin-1(2H)-yl)-6-(hydroxymethyl)-2,2-dimethyltetrahydrofuro[3,4-d][1,3]dioxole-4-carbonitrile